C[Si](CCONC)(C)C N-[2-(trimethylsilyl)ethoxy]methyl-amine